Benzyl 4-cyano-4-((trimethylsilyl)oxy)piperidine-1-carboxylate C(#N)C1(CCN(CC1)C(=O)OCC1=CC=CC=C1)O[Si](C)(C)C